Ethylcyclopentadienyl-tris(diethylamino)hafnium C(C)C1(C=CC=C1)[Hf](N(CC)CC)(N(CC)CC)N(CC)CC